ClC1=CC(=C2C=NNC2=C1)C1CC1 (6-chloro-1H-indazol-4-yl)cyclopropane